N-((1R,2R)-1-amino-2,3-dihydro-1H-inden-2-yl)isonicotinamide N[C@H]1[C@@H](CC2=CC=CC=C12)NC(C1=CC=NC=C1)=O